ClC=1N=C(C2=CC=CC(=C2C1)C#N)C(=O)N[C@@H]1C[C@H](C1)OC 3-chloro-5-cyano-N-[(trans)-3-methoxycyclobutyl]isoquinoline-1-carboxamide